4-[6-[3-(5-chloro-2-fluoro-phenyl)-1H-pyrazol-4-yl]-1,5-naphthyridin-3-yl]cyclohex-3-en-1-amine ClC=1C=CC(=C(C1)C1=NNC=C1C=1N=C2C=C(C=NC2=CC1)C1=CCC(CC1)N)F